(E)-N-(tert-butyl)-3-((5-methyl-2-((4-(3-(pyridin-2-yl)acryloyl)phenyl)amino)pyrimidin-4-yl)amino)benzenesulfonamide C(C)(C)(C)NS(=O)(=O)C1=CC(=CC=C1)NC1=NC(=NC=C1C)NC1=CC=C(C=C1)C(\C=C\C1=NC=CC=C1)=O